Methyl 3-(3-acetoxypropyl)-6-fluoro-7-(2-(hydroxymethyl)-5,6-dihydro-4H-pyrrolo[1,2-b]pyrazol-3-yl)-1-methyl-1H-indole-2-carboxylate C(C)(=O)OCCCC1=C(N(C2=C(C(=CC=C12)F)C1=C2N(N=C1CO)CCC2)C)C(=O)OC